4,4,5-Trimethylhex-5-en-3-ol CC(C(CC)O)(C(=C)C)C